C(C)(=O)C=1C=C2CN(CC2=CC1)CC=1OC=C(C(C1)=O)OCC1CCN(CC1)S(=O)(=O)C 2-((5-Acetylisoindolin-2-yl)methyl)-5-((1-(methylsulfonyl)piperidin-4-yl)methoxy)-4H-pyran-4-one